N[C@H](C(=O)O)CC1=CNC2=C(C=CC=C12)C=1OC=CC1 (S)-2-amino-3-(7-(furan-2-yl)-1H-indol-3-yl)propanoic acid